tert-butyl (R)-3-(2-fluoro-4-((4-methyl-4H-1,2,4-triazol-3-yl) amino)-N-(8-methylisoquinolin-1-yl)benzamido)piperidine-1-carboxylate FC1=C(C(=O)N(C2=NC=CC3=CC=CC(=C23)C)[C@H]2CN(CCC2)C(=O)OC(C)(C)C)C=CC(=C1)NC1=NN=CN1C